OCC1OC2(C(C1)\N=C/C1=C(C=CC3=CC=CC=C13)O)OCC(C(C2O)N2N=NC(=C2)C2=CC(=C(C(=C2)F)F)F)O (hydroxymethyl)-4-((Z)-((2-hydroxynaphthalen-1-yl)methylene)amino)-9-(4-(3,4,5-trifluorophenyl)-1H-1,2,3-triazol-1-yl)-1,6-dioxaspiro[4.5]decane-8,10-diol